N-((6S,7S)-5-((R)-2-cyanooxetane-2-carbonyl)-6-((2,3'-difluoro-[1,1'-biphenyl]-3-yl)methyl)-5-azaspiro[2.4]heptan-7-yl)-1-fluoromethanesulfonamide C(#N)[C@@]1(OCC1)C(=O)N1CC2(CC2)[C@@H]([C@@H]1CC=1C(=C(C=CC1)C1=CC(=CC=C1)F)F)NS(=O)(=O)CF